C[N+](C1=CC=CC=C1)(C)[O-] N,N-dimethylaniline N-oxide